FC1=CC2=C(N(C(N=C2N2C[C@H](N(C[C@@H]2C)C(=O)OC(C)(C)C)C)=O)C=2C(=NC=CC2C)C(C)C)N=C1[Sn](C)(C)C tert-butyl (2R,5S)-4-(6-fluoro-1-(2-isopropyl-4-methylpyridin-3-yl)-2-oxo-7-(trimethylstannyl)-1,2-dihydropyrido[2,3-d]pyrimidin-4-yl)-2,5-dimethylpiperazine-1-carboxylate